methyl 2-benzoylamino-5-bromobenzoate C(C1=CC=CC=C1)(=O)NC1=C(C(=O)OC)C=C(C=C1)Br